C(C(C)C)C1(C(=C(CCC1)C(=O)O)C(=O)O)CC(C)C diisobutyl-1-cyclohexene-1,2-dicarboxylic acid